N-(5-(aminomethyl)-1,2,3,4-tetrahydronaphthalen-1-yl)-2-oxo-6-(trifluoromethyl)-1,2-dihydropyridine-3-carboxamide NCC1=C2CCCC(C2=CC=C1)NC(=O)C=1C(NC(=CC1)C(F)(F)F)=O